(S)-7,7'-bis(diphenylphosphino)-1,1'-spirobiindan C1(=CC=CC=C1)P(C=1C=CC=C2CCC3(C12)CCC1=CC=CC(=C13)P(C1=CC=CC=C1)C1=CC=CC=C1)C1=CC=CC=C1